OC1=C(C(=O)C2=CC=C(C=C2OCCCC)OCCCC)C=CC(=C1)OCCCC 2-hydroxy-4,4',6'-tributoxybenzophenone